5-((1R,4R)-2-oxa-5-azabicyclo[2.2.1]heptan-5-yl)-N-(3-(difluoromethyl)-1-((1s,4S)-4-(hydroxymethyl)cyclohexyl)-1H-pyrazol-4-yl)pyrazolo[1,5-a]pyrimidine-3-carboxamide [C@H]12OC[C@H](N(C1)C1=NC=3N(C=C1)N=CC3C(=O)NC=3C(=NN(C3)C3CCC(CC3)CO)C(F)F)C2